CC1=CC=C(S1)N1C=CC2=C1N=CNC2=O 7-(5-methylthien-2-yl)-3,7-dihydro-4H-pyrrolo[2,3-d]pyrimidin-4-one